C(C=C)(=O)N1[C@H](CN(C[C@H]1C)C1=NC(N2C3=C(C=C(C=C13)C(F)(F)F)S(C[C@H](C2)C2=C(C=NC=C2)F)Cl)=O)C (S)-8-((3S,5R)-4-acryloyl-3,5-dimethylpiperazin-1-yl)-l-1-chloro-3-(3-fluoropyridin-4-yl)-10-(trifluoromethyl)-3,4-dihydro-2H,6H-[1,4]thiazepino[2,3,4-ij]quinazolin-6-one